5-chloro-1'-[2-({2-oxo-3-[3-hydroxy-3-methylcyclobutyl]-1H,2H,3H-imidazo[4,5-b]pyridin-6-yl}oxy)ethyl]-1,2-dihydrospiro[indole-3,4'-piperidin]-2-one ClC=1C=C2C(=CC1)NC(C21CCN(CC1)CCOC=1C=C2C(=NC1)N(C(N2)=O)C2CC(C2)(C)O)=O